OC1=CC=C(C=C1)C(C)(C)C1=CC=C(C=C1)O (SR)-bisphenol A